C(C)(C)(C)OC(=O)N[C@@H]1C[C@@H](CCC1)C(=O)O (1R,3S)-3-((tert-butoxycarbonyl)amino)cyclohexane-1-carboxylic acid